(1R,3R)-2-aminocyclopentan-1-ol NC1[C@@H](CCC1)O